BrC1=CC=CC(=N1)C=1N=C2N(N=C(C=C2)C2CC2)C1 (6-bromopyridin-2-yl)-6-cyclopropylimidazo[1,2-b]pyridazine